2-cyclohexyl-2-(3,3-dibromopropyl)-1,3-dipropoxypropane C1(CCCCC1)C(COCCC)(COCCC)CCC(Br)Br